C(C1=CC=CC=C1)C1=NC=CC=C1 2-benzylpyridine